C(CCCC)C(CCCCC)OC(CCCCC)CCCCC dipentylmethyloxide